FC1(CN(CC[C@H]1NC1=NN2C(C(=N1)OC)=C(C=C2)C=2C=C1C=CC=NC1=CC2)C)F (R)-N-(3,3-difluoro-1-methylpiperidin-4-yl)-4-methoxy-5-(quinolin-6-yl)pyrrolo[2,1-f][1,2,4]triazin-2-amine